(1R,2S,5S)-8-(benzyl(ethyl)carbamoyl)-3-(diphenylcarbamoyl)-3,8-diazabicyclo[3.2.1]octane-2-carboxylic acid C(C1=CC=CC=C1)N(C(=O)N1[C@H]2[C@H](N(C[C@@H]1CC2)C(N(C2=CC=CC=C2)C2=CC=CC=C2)=O)C(=O)O)CC